(trans)-4-propyl-4'-(3-chloro)propionyl-1,1-bicyclohexane C(CC)C1CCC(CC1)C1CCC(CC1)C(CCCl)=O